benzyl (1R,5S)-3-(2,7-dichloro-8-fluoropyrido[4,3-d]pyrimidin-4-yl)-8-azabicyclo[3.2.1]octane-8-carboxylate ClC=1N=C(C2=C(N1)C(=C(N=C2)Cl)F)C2C[C@H]1CC[C@@H](C2)N1C(=O)OCC1=CC=CC=C1